3-(N-(2-(3,3-difluoroazetidin-1-yl)ethyl)-2,2,2-trifluoroacetamido)-4-fluoropyrrolidine-1-carboxylate FC1(CN(C1)CCN(C(C(F)(F)F)=O)C1CN(CC1F)C(=O)[O-])F